C(C)OC(=O)C=1N=C2N(N1)C(CC2O)C(C)=O 5-acetyl-7-hydroxy-6,7-dihydro-5H-pyrrolo[1,2-b][1,2,4]triazole-2-carboxylic acid ethyl ester